BrC1=NN2C=NC(=C(C2=N1)OC(C)C)C=1C=NN(C1)C(C)OCC 2-bromo-7-(1-(1-ethoxyethyl)-1H-pyrazol-4-yl)-8-isopropoxy-[1,2,4]Triazolo[1,5-c]Pyrimidine